1-(2-methyl-3-(trifluoromethyl)phenyl)-3-(2-methyl-6-oxo-1,6-dihydropyridin-3-yl)-6-(trifluoromethyl)-2,3-dihydropyrido[2,3-d]pyrimidin-4(1H)-one CC1=C(C=CC=C1C(F)(F)F)N1CN(C(C2=C1N=CC(=C2)C(F)(F)F)=O)C2=C(NC(C=C2)=O)C